CC=1C(=NC=CC1C#N)O[C@H]1CN([C@@H](CC1)C)C(=O)C1=NC=CC=C1C=1N=CSC1 3-methyl-2-{[(3R,6R)-6-methyl-1-{[3-(1,3-thiazol-4-yl)pyridin-2-yl]carbonyl}piperidin-3-yl]oxy}pyridine-4-carbonitrile